5-chloro-3-(trifluoromethyl)pyrazolo[1,5-a]pyrimidine ClC1=NC=2N(C=C1)N=CC2C(F)(F)F